C(C[C@@H](C)O)O R-1,3-butandiol